1,2,4-trihydroxynonadecane OCC(CC(CCCCCCCCCCCCCCC)O)O